C[C@H](C(CP(OC)(OC)=O)=O)CC1=CC=CC=C1 (S)-(+)-Dimethyl (3-methyl-2-oxo-4-phenylbutyl)phosphonate